CNC=1N=CC(=C2C=C(N=CC12)C1(CC1)C(=O)N)C=1OC2=C(N1)C=C(C=C2)C2OCCC2 (8-(methylamino)-5-(5-(tetrahydrofuran-2-yl)benzo[d]oxazol-2-yl)-2,7-naphthyridin-3-yl)cyclopropanecarboxamide